1,3-bis(4-bromophenyl)urea BrC1=CC=C(C=C1)NC(=O)NC1=CC=C(C=C1)Br